1-(6-cyano-5-(trifluoromethyl)pyridin-3-yl)piperidine-4-carboxylic acid ethyl ester C(C)OC(=O)C1CCN(CC1)C=1C=NC(=C(C1)C(F)(F)F)C#N